1,2,3,5,7,8-hexachloronaphthalene ClC1=C(C(=CC2=C(C=C(C(=C12)Cl)Cl)Cl)Cl)Cl